(1s,4s)-4-(8-(2-chloro-4,6-difluorophenylamino)-2-(1-(methylsulfonyl)piperidin-4-ylamino)-9H-purin-9-yl)cyclohexanecarboxamide ClC1=C(C(=CC(=C1)F)F)NC=1N(C2=NC(=NC=C2N1)NC1CCN(CC1)S(=O)(=O)C)C1CCC(CC1)C(=O)N